BrC1=CC(=C(C(=C1)F)[C@H]1N([C@@H](CC2=CC(=C(C=C12)O)O)C)CC(CO[Si](C1=CC=CC=C1)(C1=CC=CC=C1)C(C)(C)C)(F)F)F (1S,3R)-1-(4-bromo-2,6-difluorophenyl)-2-(3-((tert-butyldiphenylsilyl)oxy)-2,2-difluoropropyl)-3-methyl-1,2,3,4-tetrahydroisoquinoline-6,7-diol